2,3,5,6-tetrabromo-p-xylylene diisocyanate BrC1=C(C(=C(C(=C1Br)CN=C=O)Br)Br)CN=C=O